OC=1C=C(C2=CC=CC=C2C1N=NC1=C(C=CC(=C1)C)O)S(=O)(=O)[O-].[NH4+].C(C)O.C(C)O.C(C)O triethanol ammonium 3-hydroxy-4-(2-hydroxy-5-methylphenyl-azo)naphthalene-1-sulfonate